4-benzenediethanol C1(=CC=C(C=C1)CCO)CCO